C1(=CC=CC=C1)C(C(=O)O)=O.C(C=O)(=O)OC1=CC=CC=C1 phenyl glyoxylate (phenyl glyoxylate)